5-(3-fluoro-4-(trifluoromethoxy)benzyl)-7-methyl-[1,2,4]triazolo[1,5-a]pyridine FC=1C=C(CC2=CC(=CC=3N2N=CN3)C)C=CC1OC(F)(F)F